BrC1=CC=C(C=C1)NS(=O)(=O)C=1C=C(C=CC1OC)NC(C1=CN=CC=C1C)=O N-(3-(N-(4-bromophenyl)sulfamoyl)-4-methoxyphenyl)-4-methylnicotinamide